O1COC2=C1C=CC(=C2)[C@@H](C)N[C@H](C(=O)O)CCC(C)(C)C (2S)-2-{[(1R)-1-(2H-1,3-benzodioxol-5-yl)ethyl]amino}-5,5-dimethylhexanoic acid